C(C)(C)(C)OC(NC=1SC2=C(N1)C=CC(=C2)NC=2C=NC=C(C2)F)=O.FC2=NC=CC(=C2)NC2=CC1=C(N=C(S1)N)C=C2 N6-(2-fluoro-4-pyridyl)-1,3-benzothiazole-2,6-diamine tert-butyl-N-[6-[(5-fluoro-3-pyridyl)amino]-1,3-benzothiazol-2-yl]carbamate